1H-pyrrolo[3,2-d]pyrimidine N1C=NC=C2C1=CC=N2